F[C@H]1CN(CC[C@H]1NC1=NC=CC=2N1N=C(C2SC(F)(F)F)C#CCNC2=C(C=C(C(=O)NC)C=C2)OC)C 4-{[3-(7-{[(3S,4R)-3-fluoro-1-methylpiperidin-4-yl]amino}-3-[(trifluoromethyl)sulfanyl]pyrazolo[1,5-c]pyrimidin-2-yl)prop-2-yn-1-yl]amino}-3-methoxy-N-methylbenzamide